1-(4-ethylphenyl)-1,3-dihydro-2H-cyclopenta[b]benzofuran-2,2-dicarboxylate C(C)C1=CC=C(C=C1)C1C(CC=2OC3=C(C21)C=CC=C3)(C(=O)[O-])C(=O)[O-]